5-[1-(5-amino-2-pyridinyl)-3-(trifluoromethyl)pyrazol-4-yl]-N-[3-chloro-4-(diethylcarbamoyl)phenyl]-1-methyl-imidazole-2-carboxamide NC=1C=CC(=NC1)N1N=C(C(=C1)C1=CN=C(N1C)C(=O)NC1=CC(=C(C=C1)C(N(CC)CC)=O)Cl)C(F)(F)F